(R)-4-(2-(1-hydroxyethyl)-6-(benzenesulfonyl)imidazo[4,5-d]Pyrrolo[2,3-b]pyridin-1(6H)-yl)benzonitrile O[C@H](C)C1=NC=2C(=C3C(=NC2)N(C=C3)S(=O)(=O)C3=CC=CC=C3)N1C1=CC=C(C#N)C=C1